[N-](S(=O)(=O)C(F)(F)F)S(=O)(=O)C(F)(F)F.C[N+]1(CCCC1)CCC N-methyl-N-propylpyrrolidinium bistrifluoromethanesulfonimide salt